C(C=C)CS(=O)(=O)O.CS(=O)(=O)O.C=CC propylene methylsulfonate (allyl methanesulfonate)